NC12CCC(CC1)(C2)N2C(C=1C=CC(=NC1C=C2)C2=CC1=CN(N=C1C=C2O)C)=O 6-(4-aminonorbornan-1-yl)-2-(6-hydroxy-2-methyl-indazol-5-yl)-1,6-naphthyridin-5-one